C1(CC1)C=1C=C(OC=2C=NC=3N(C2C(=O)[O-])C=CN3)C=CC1.[Li+] lithium 6-(3-cyclopropylphenoxy)imidazo[1,2-a]pyrimidine-5-carboxylate